tert-butyl (2r,3s)-3-[(6-cyanopyridin-3-yl) oxy]-2-methylazetidine-1-carboxylate C(#N)C1=CC=C(C=N1)O[C@@H]1[C@H](N(C1)C(=O)OC(C)(C)C)C